(1R,3S,Z)-5-(2-((1R,3aS,7aR,E)-1-((S)-1-(3-hydroxy-3-(trifluoromethyl)azetidin-1-yl)propan-2-yl)-7a-methyloctahydro-4H-inden-4-ylidene)ethylidene)-4-methylenecyclohexane-1,3-diol OC1(CN(C1)C[C@@H](C)[C@H]1CC[C@H]2\C(\CCC[C@]12C)=C\C=C\1/C([C@H](C[C@@H](C1)O)O)=C)C(F)(F)F